NC1=NC=NN2C1=NC=C2C=2C=C(C=CC2C)S(=O)(=O)NC=2C=C1C(=CN2)NN=C1 3-(4-aminoimidazo[2,1-f][1,2,4]triazin-7-yl)-4-methyl-N-(1H-pyrazolo[3,4-c]pyridin-5-yl)benzenesulfonamide